N1(CCC1)CCC(=O)N[C@H](CF)C1=CC=C(C=C1)C (S)-3-(azetidin-1-yl)-N-(2-fluoro-1-(p-tolyl)ethyl)propanamide